ClC1=C(C=CC(=C1)Cl)C[C@H](C[C@@H]([C@@H](C(C)(C)C)O)N1N=CNC1=S)C 2-[(2R,4S,5R)-1-(2,4-Dichlorophenyl)-5-hydroxy-2,6,6-trimethylheptan-4-yl]-2,4-dihydro-3H-1,2,4-triazole-3-thione